Cl.CNC1CC=2C(=C(SC2)C(F)(F)F)CC1 N-methyl-1-(trifluoromethyl)-4,5,6,7-tetrahydro-2-benzothiophen-5-amine hydrochloride salt